C1(=CC=CC=C1)/C=C/C(C)=O (E)-4-phenyl-3-butene-2-one